tert-Butyl 4-(4-[3-cyano-5-[(1R)-1-(5-fluoropyridin-2-yl)ethoxy]imidazo[1,2-a]pyridin-7-yl]-5-methyl-1,2,3-triazol-1-yl)piperidine-1-carboxylate C(#N)C1=CN=C2N1C(=CC(=C2)C=2N=NN(C2C)C2CCN(CC2)C(=O)OC(C)(C)C)O[C@H](C)C2=NC=C(C=C2)F